(3R,4R)-1-cyclohexyl-4-{[5-(2,4-difluoro-phenyl)-isoxazole-3-carbonyl]-amino}-piperidine-3-carboxylic acid (2-ethoxy-1-methyl-ethyl)-amide C(C)OCC(C)NC(=O)[C@@H]1CN(CC[C@H]1NC(=O)C1=NOC(=C1)C1=C(C=C(C=C1)F)F)C1CCCCC1